P(=O)([O-])([O-])Cl.[Ti+4].[Mg+2].P(=O)([O-])([O-])Cl.P(=O)([O-])([O-])Cl magnesium titanium chlorophosphate